BrC1=C2C=C(NC2=CC=C1)C1=C(C(OC1CCCCC)=C=O)C(=O)NOC 4-(4-bromo-1H-indol-2-yl)-N-methoxy-2-carbonyl-5-pentyl-2,5-dihydrofuran-3-carboxamide